C(CCCCC)=N.[Ru] ruthenium hexaanimine